(rac)-N-(1-(5-Bromopyridin-3-yl)-2-methylpropyl)ethanesulfonamide BrC=1C=C(C=NC1)[C@@H](C(C)C)NS(=O)(=O)CC |r|